4-(aminomethyl)-6-(thiazol-4-yl)phthalazin-1(2H)-one NCC1=NNC(C2=CC=C(C=C12)C=1N=CSC1)=O